FC1=C(C#N)C=CC(=C1)[C@@H]1C[C@@]12C(NC1=CC=C(C=C21)OC)=O |r| rac-2-fluoro-4-((1R,2S)-5'-methoxy-2'-oxospiro[cyclopropane-1,3'-indoline]-2-yl)benzonitrile